1-({3,4-difluoro-2-[(2-fluoro-4-iodophenyl)amino]phenyl}carbonyl)-3-({[1-(phenylmethyl)piperidin-4-yl]amino}methyl)azetidin-3-ol FC=1C(=C(C=CC1F)C(=O)N1CC(C1)(O)CNC1CCN(CC1)CC1=CC=CC=C1)NC1=C(C=C(C=C1)I)F